FC1=CC(=C(OC=2C(=CC(N(C2)CCCF)=O)C=2C3=C(C(N(C2)C)=O)NC=C3)C(=C1)C)C 4-(5-(4-fluoro-2,6-dimethylphenoxy)-1-(3-fluoropropyl)-2-oxo-1,2-dihydropyridin-4-yl)-6-methyl-1,6-dihydro-7H-pyrrolo[2,3-c]pyridin-7-one